N1N=CC(=C1)C1CN(CCN1)C1=NC(=NC=C1)C1=CN=C2N1C=C(N=C2)C(F)(F)F 3-(4-(3-(1H-Pyrazol-4-yl)piperazin-1-yl)pyrimidin-2-yl)-6-(trifluoromethyl)imidazo[1,2-a]pyrazine